azaethylglycine N(C)NCC(=O)O